C(=O)(O)C1=CC=C(C=C1)OC(C1=CC=CC=C1)=O benzoic acid-4-carboxyphenyl ester